ClC1=CC=C(C=C1C1=CC=CC=C1)C1=NC=NC(=N1)C1=CC=CC=C1 4-(6-chloro-[1,1'-biphenyl]-3-yl)-6-phenyl-1,3,5-triazine